N1C=CC=2C1=NC=CC2NC=2C=C(C=CC2N2CCOCC2)C#CC(C)(O)C=2SC=CC2 4-(3-((1H-pyrrolo[2,3-b]pyridin-4-yl)amino)-4-morpholinophenyl)-2-(thiophen-2-yl)but-3-yn-2-ol